(S)-2-(pyrimidin-4-yl)-5-(4-(4-(trifluoromethyl)pyrazolo[1,5-a]pyridin-2-yl)-1,4,6,7-tetrahydro-5H-imidazo[4,5-c]pyridin-5-yl)-1,3,4-oxadiazole N1=CN=C(C=C1)C=1OC(=NN1)N1[C@@H](C2=C(CC1)NC=N2)C2=NN1C(C(=CC=C1)C(F)(F)F)=C2